C1(CC1)C=1N=NN(C1)[C@@H](C(=O)N1[C@@H](C[C@H](C1)O)C(=O)NC1CC2(C1)C(NCC2)=O)C(C)(C)C (2S,4R)-1-[(2R)-2-(4-cyclopropyltriazol-1-yl)-3,3-dimethyl-butanoyl]-4-hydroxy-N-(5-oxo-6-azaspiro[3.4]octan-2-yl)pyrrolidine-2-carboxamide